3-Chloro-N-(3-(1-((4-fluorophenyl)carbamoyl)cyclobutyl)bicyclo[1.1.1]pentan-1-yl)benzamide phenyl-(3-chloro-5-((2,2-dimethyl-1,3-dioxan-5-yl)methyl)-4-methylphenyl)carbamate C1(=CC=CC=C1)N(C(O)=O)C1=CC(=C(C(=C1)CC1COC(OC1)(C)C)C)Cl.ClC=1C=C(C(=O)NC23CC(C2)(C3)C3(CCC3)C(NC3=CC=C(C=C3)F)=O)C=CC1